methyl 4-bromo-1-(4-methoxybenzyl)-1'-methyl-2-oxospiro[indoline-3,4'-piperidine]-6-carboxylate BrC1=C2C(=CC(=C1)C(=O)OC)N(C(C21CCN(CC1)C)=O)CC1=CC=C(C=C1)OC